tert-butyl (2S)-2-(cyanomethyl)piperazine-1-carboxylate C(#N)C[C@@H]1N(CCNC1)C(=O)OC(C)(C)C